CC1=C(N2C=C(C=C2C=C1C(=O)O)C1=CN=CS1)C(C)N1CCOCC1 6-methyl-5-(1-morpholinoethyl)-2-(thiazol-5-yl)indolizine-7-carboxylic acid